3-(3-chlorophenyl)-1-phenylprop-2-yn-1-one ClC=1C=C(C=CC1)C#CC(=O)C1=CC=CC=C1